FC(C1=CC=C(C=N1)[C@@H](CC)NC(=O)C=1C=C(N2C1COCC2)C(=O)N2[C@H](CCC2)CC)(F)F 6-((S)-2-ethyl-pyrrolidine-1-carbonyl)-3,4-dihydro-1H-pyrrolo[2,1-c][1,4]oxazine-8-carboxylic acid [(R)-1-(6-trifluoromethyl-pyridin-3-yl)-propyl]-amide